N-Hexylpiperidinium cyanid [C-]#N.C(CCCCC)[NH+]1CCCCC1